Nonafluorobutan-1-sulfonic fluoride FC(C(C(C(S(=O)(=O)F)(F)F)(F)F)(F)F)(F)F